5-(cyclopropylmethyl)pyridin-2(1H)-one C1(CC1)CC=1C=CC(NC1)=O